C(C)(C)(C)OC(=O)N1[C@@H](CCC1)C(=O)NC=1C=C2C(=CC(=NC2=CC1)NC1=CC=C(C=C1)N1CCN(CC1)C(=O)OC(C)(C)C)C(F)(F)F 6-(N-t-butoxycarbonyl-L-prolylamino)-N-(4-(4-(t-butoxycarbonyl)piperazin-1-yl)phenyl)-4-trifluoromethylquinolin-2-amine